CN1CCC(CC1)NC1=C2C=C(N(C2=CC=C1)CC(F)(F)F)C1=NN=C(S1)CNC(=O)[C@H]1[C@@H](C1)C(=O)O (1R,2R)-2-{[(5-{4-[(1-methylpiperidin-4-yl)amino]-1-(2,2,2-trifluoroethyl)-1H-indol-2-yl}-1,3,4-thiadiazol-2-yl)methyl]carbamoyl}cyclopropane-1-carboxylic acid